OC(CC(=O)SCCNC(CCNC([C@@H](C(COP(OP(OC[C@@H]1[C@H]([C@H]([C@@H](O1)N1C=NC=2C(N)=NC=NC12)O)OP(=O)(O)O)(=O)O)(=O)O)(C)C)O)=O)=O)(C)O 3,3-dihydroxybutyryl-CoA